syn-(1,2-Diazidopropyl)benzene N(=[N+]=[N-])C(C(C)N=[N+]=[N-])C1=CC=CC=C1